C(C)C1(CNCCC1)C1=CC=NC=C1 3-ethyl-3-(4-pyridyl)piperidine